ClC1=C(C=CC=C1)C=1N=C(OC1)NC(C1=CC=C(C=C1)N1CCOCC1)=O N-[4-(2-chlorophenyl)oxazol-2-yl]-4-morpholino-benzamide